C(C1=CC=CC=C1)N1C2=NC=NC(=C2N=C1C1=C(C=C(C=C1)OCCC1N(CCC1)C)Cl)OC1(CC1)C 9-benzyl-8-(2-chloro-4-(2-(1-methyl-pyrrolidin-2-yl)ethoxy)phenyl)-6-(1-methylcyclopropoxy)-9H-purine